4-methoxybicyclo[2.2.2]Octane-1-carboxylic acid COC12CCC(CC1)(CC2)C(=O)O